NC1=C(C=CC(=C1)C)C1CC=2C=CC(=CC2CC1)O 6-(2-amino-4-methylphenyl)-5,6,7,8-tetrahydronaphthalene-2-ol